CC1=CC=C(C=C1)S(=O)(=O)NC(N)=O N'-[(4-methylphenyl)sulfonyl]urea